diazo-p-aminobenzyl alcohol [N+](=[N-])=C(C1=CC=C(C=C1)N)O